N1(C=NC=C1)CCCN(CCC[Si](OC)(OC)C)CCC[Si](OC)(OC)C N-(3-(1H-imidazol-1-yl)propyl)-3-(methyldimethoxysilyl)-N-(3-(methyldimethoxysilyl)propyl)propan-1-amine